ClC=1C(=NC(=NC1)C(NC(=O)[C@H]1NC(NC1)=O)C1=CC=C(C=C1)Cl)C(F)(F)F (S)-N-((5-chloro-4-(trifluoromethyl)pyrimidin-2-yl)(4-chlorophenyl)methyl)-2-oxoimidazolidine-4-carboxamide